N[C@H]1CN(C[C@@H]1C(F)(F)F)C1=NC=2CC[C@@H](CC2C=C1)NC(=O)C=1C=C2C(=NC1)N(C=C2)CC N-[(6S)-2-[(3R,4S)-3-amino-4-(trifluoromethyl)pyrrolidin-1-yl]-5,6,7,8-tetrahydroquinolin-6-yl]-1-ethyl-1H-pyrrolo[2,3-b]pyridine-5-carboxamide